FC(OC1=NC=CC(=C1)CO)F (2-(difluoromethoxy)pyridin-4-yl)methanol